3-(3-ethyl-1H-indazol-5-yl)-6-((3S,5R)-3,4,5-trimethylpiperazin-1-yl)imidazo[1,2-b]pyridazine C(C)C1=NNC2=CC=C(C=C12)C1=CN=C2N1N=C(C=C2)N2C[C@@H](N([C@@H](C2)C)C)C